2-(3-chloro-2-ethynyl-phenyl)-2,2-difluoro-acetic acid ClC=1C(=C(C=CC1)C(C(=O)O)(F)F)C#C